C(CC)C1OC(CN1CC(C)O)C 2-propyl-3-(2'-hydroxypropyl)-5-methyl-1,3-oxazolidine